tert-butyl N-[4-[[4-[2-[1-(2,6-dioxo-3-piperidyl)-3-methyl-2-oxo-benzimidazol-5-yl]ethynyl]-2-oxo-1-piperidyl]methyl]cyclohexyl]carbamate O=C1NC(CCC1N1C(N(C2=C1C=CC(=C2)C#CC2CC(N(CC2)CC2CCC(CC2)NC(OC(C)(C)C)=O)=O)C)=O)=O